2-(2-cyclohexylethyl)-8-(2-cyclopentylethyl)anthra[1,2-b:5,6-b']dithiophene C1(CCCCC1)CCC1=CC2=C(S1)C1=CC=3C=CC4=C(SC(=C4)CCC4CCCC4)C3C=C1C=C2